N[C@H](C(=O)OC1COCCC1)C(C)C oxan-3-yl (2S)-2-amino-3-methylbutanoate